FC=1C=NC=CC1S(=O)(=O)Cl 3-fluoropyridine-4-sulfonyl chloride